3-isobutyl-4-[4-(3-methyl-2-butenyloxy)phenyl]-1H-pyrrol-1-ol-2,5-dione C(C(C)C)C=1C(N(C(C1C1=CC=C(C=C1)OCC=C(C)C)=O)O)=O